C(C)(C)C1=C(C(=CC(=C1)C(C)C)C(C)C)B(O)O 2,4,6-tri-isopropyl-phenyl-boronic acid